CC=1N=C2N(C=CC=C2)C1 methyl-imidazo[1,2-a]pyridine